FC=1C=C(C=CC1F)N1CC2C(C1)CN(C2)C(=O)N2C(C=CC1=CC(=CC=C21)C)=O (5-(3,4-difluorophenyl)octahydropyrrolo[3,4-c]pyrrole-2-carbonyl)-6-methylquinolin-2(1H)-one